18-octadecadienamine C=CC=CCCCCCCCCCCCCCCN